ClC1=C(C=CC=C1)[C@H]1N(CCCCC1)C1=C(C(=O)N[C@H](C)\C=C\S(=O)(=O)C)C=CC=C1 ((S)-2-(2-Chlorophenyl)azepan-1-yl)-N-((R,E)-4-(methylsulfonyl)but-3-en-2-yl)benzamide